1-(4-((2-isocyanatophenyl)(methyl)amino)phenyl)ethan-1-one N(=C=O)C1=C(C=CC=C1)N(C1=CC=C(C=C1)C(C)=O)C